FCC1=CNC=C1CF 3,4-difluoromethyl-pyrrole